5-(tert-butyl)-N-(2-methyl-4-(2-morpholinopyrazolo[1,5-a]pyrimidin-7-yl)benzyl)-1,2,4-oxadiazole-3-carboxamide C(C)(C)(C)C1=NC(=NO1)C(=O)NCC1=C(C=C(C=C1)C1=CC=NC=2N1N=C(C2)N2CCOCC2)C